OC=1C=CC(=NC1C)C=1N=NN(C1NC(OCC1=CC=CC=C1)=O)C benzyl (4-(5-hydroxy-6-methylpyridin-2-yl)-1-methyl-1H-1,2,3-triazol-5-yl)carbamate